ClC1=C(C(=CC=C1)F)C1=NC=CC2=C1CN(C2=O)C2=NC(=CC(=C2)C)N2CCNCC2 4-(2-chloro-6-fluorophenyl)-2-(4-methyl-6-(piperazin-1-yl)pyridin-2-yl)-2,3-dihydro-1H-pyrrolo[3,4-c]pyridin-1-one